5-fluoro-2-methyl-3-((6-oxo-4-(1,1,2,2-tetrafluoroethyl)-1,6-dihydropyrimidin-5-yl)oxy)benzonitrile FC=1C=C(C(=C(C#N)C1)C)OC1=C(N=CNC1=O)C(C(F)F)(F)F